ClCC1=CC=C(C=C1)C1=CC=CC=C1 4-(chloromethyl)biphenyl